ClC1=C(C=C(C=C1)Cl)CN1OCC(C1=O)(C)C 2-[(2,5-dichlorophenyl)methyl]-4,4-dimethyl-3-isoxazolidone